(5-Acetylpyrimidin-2-yl)-2,6-diazaspiro[3.5]nonane-6-carboxylic acid tert-butyl ester C(C)(C)(C)OC(=O)N1CC2(CNC2C2=NC=C(C=N2)C(C)=O)CCC1